benzyl-dimethyl-hexyl-ammonium C(C1=CC=CC=C1)[N+](CCCCCC)(C)C